ClC=1C=C(C=C(C1OC=1C=C2CCN(C(C2=CC1)=O)C1=NC=CC=N1)Cl)N1N=C(C(NC1=O)=O)C#N 2-(3,5-Dichloro-4-((1-oxo-2-(pyrimidin-2-yl)-1,2,3,4-tetrahydroisoquinolin-6-yl)oxy)phenyl)-3,5-dioxo-2,3,4,5-tetrahydro-1,2,4-triazine-6-carbonitrile